CC1N(CC1)C1=NC(=CC(=N1)C1=CC=CC=C1)C(F)(F)F 2-[2-Methylazetidin-1-yl]-4-phenyl-6-(trifluoromethyl)-pyrimidine